(2S,4R)-N-[[1-[(5-tert-butyl-1,2,4-oxadiazol-3-yl)methyl]-3-piperidyl]methyl]-1-[(2S)-2-(4-cyclopropyltriazol-1-yl)-3,3-dimethyl-butanoyl]-4-hydroxy-pyrrolidine-2-carboxamide C(C)(C)(C)C1=NC(=NO1)CN1CC(CCC1)CNC(=O)[C@H]1N(C[C@@H](C1)O)C([C@H](C(C)(C)C)N1N=NC(=C1)C1CC1)=O